C(CC=1C=C(C=C(C(=O)O)C1)C(=O)O)C=1C=C(C=C(C(=O)O)C1)C(=O)O 5,5'-(ethane-1,2-diyl)diisophthalic acid